C1(=CC=CC=C1)C1C(C2=CC=CC=C2)O1.[Li] lithium diphenylethyleneoxide